C(C1=CC=CC=C1)ON1[C@@H]2CC[C@H](N(C1=O)C2)C(NC(CC)=O)=N N-(((2S,5R)-6-(benzyloxy)-7-oxo-1,6-diazabicyclo[3.2.1]octan-2-yl)(imino)methyl)propionamide